5-ethynyl-1-methyl-1H-benzo[d]imidazole C(#C)C1=CC2=C(N(C=N2)C)C=C1